BrC=1C=C(C=C(C1)Cl)[C@@H](COCCNC(OC(C)(C)C)=O)O tert-butyl (S)-(2-(2-(3-bromo-5-chlorophenyl)-2-hydroxyethoxy)ethyl)carbamate